ClCOC(=O)OC(C(=O)OC)(C)C methyl 2-(((chloromethoxy) carbonyl) oxy)-2-methylpropionate